methyl 3-(2-chloro-5-fluoro-4-(N-(4-methoxybenzyl)-N-(thiazol-2-yl)sulfamoyl)phenyl)cyclopent-2-ene-1-carboxylate ClC1=C(C=C(C(=C1)S(N(C=1SC=CN1)CC1=CC=C(C=C1)OC)(=O)=O)F)C1=CC(CC1)C(=O)OC